Trans-4-(2-phenylcyclobutyl)isoquinoline C1(=CC=CC=C1)[C@H]1[C@@H](CC1)C1=CN=CC2=CC=CC=C12